4,7,10-trioxa-1-azatetradecan NCCOCCOCCOCCCC